S(=O)(=O)(O)O.OC1=C(C=CC=C1)[Na] 2-hydroxyphenyl-sodium sulfate